N-(5-((6-((R)-3-([1,1'-biphenyl]-3-yl)isoxazolidin-2-yl)pyrimidin-4-yl)-amino)-4-methoxy-2-((S)-2-methyl-morpholino)phenyl)acrylamide C1(=CC(=CC=C1)[C@@H]1N(OCC1)C1=CC(=NC=N1)NC=1C(=CC(=C(C1)NC(C=C)=O)N1C[C@@H](OCC1)C)OC)C1=CC=CC=C1